C1C(CC12CCC1(OCCO1)CC2)N(C(OC(C)(C)C)=O)C tert-butyl (8,11-dioxadispiro[3.2.47.24]tridecan-2-yl)(methyl)carbamate